2-FLUORO-6-METHOXY-3-METHYLPHENYLBORONIC ACID FC1=C(C(=CC=C1C)OC)B(O)O